C(#N)C1=CC(=C(COC2=CC=CC(=N2)C2=CC(=C(CC3=NC4=C(N3CCOC)C=C(C=C4)C(=O)O)C=C2)C#CC(C)(C)O)C=C1)F 2-(4-(6-((4-cyano-2-fluorobenzyl)oxy)pyridin-2-yl)-2-(3-hydroxy-3-methylbut-1-yn-1-yl)benzyl)-1-(2-methoxyethyl)-1H-benzo[d]imidazole-6-carboxylic acid